FC1=CC=C(C=C1)[C@@H]1N(CCC2=CC=CC=C12)C(=O)[C@H]1CC[C@@](CO1)(CO)NC(OC(C)(C)C)=O tert-butyl ((3S,6R)-6-((S)-1-(4-fluorophenyl)-1,2,3,4-tetrahydroisoquinoline-2-carbonyl)-3-(hydroxymethyl)tetrahydro-2H-pyran-3-yl)carbamate